NC1=C(C=CC(=C1)OC)C1=C(C=CC=2CCCCC12)O (2-Amino-4-methoxyphenyl)-5,6,7,8-tetrahydronaphthalen-2-ol